2-cyclopropyl-N-(9-ethyl-5-fluoro-9-hydroxy-4-methyl-10,13-dioxo-2,3,9,10,13,15-hexahydro-1H,12H-benzo[de]pyrano[3',4':6,7]indolizino[1,2-b]quinolin-1-yl)-3-hydroxypropanamide C1(CC1)C(C(=O)NC1CCC=2C=3C1=C1C(=NC3C=C(C2C)F)C2=CC3=C(C(N2C1)=O)COC(C3(O)CC)=O)CO